PTEROYLMONOGLUTAMATE C(C1=CC=C(NCC2=CN=C3N=C(N)NC(=O)C3=N2)C=C1)(=O)N[C@@H](CCC(=O)[O-])C(=O)[O-]